C(C)OC(=O)C1=CC(=NN1C1=NC(=C2N=C(N(C2=N1)CC)C1=CC=NC=C1)N1CCOCC1)C1CC1 3-cyclopropyl-1-(9-ethyl-6-morpholino-8-(pyridin-4-yl)-9H-purin-2-yl)-1H-pyrazole-5-carboxylic acid ethyl ester